((4-methylpiperazin-1-yl)methyl)potassium trifluoroborate B(F)(F)F.CN1CCN(CC1)C[K]